ClC1=C(C=CC(=C1)F)C1=CC=C(N=N1)NC1C[C@@H]2[C@@H](CN(C2)CCC(C)(C)C)C1 (3aR,5s,6aS)-N-[6-(2-chloro-4-fluoro-phenyl)pyridazin-3-yl]-2-(3,3-dimethyl-butyl)-3,3a,4,5,6,6a-hexahydro-1H-cyclopenta[c]pyrrol-5-amine